C(C)(SC[C@H]1N(CCN(C1)C(C1=C(C(=CC=C1)OC)Cl)=O)CC(C1=CC(=C(C=C1)F)Cl)Cl)=O S-(((2S)-1-(2-chloro-2-(3-chloro-4-fluorophenyl)ethyl)-4-(2-chloro-3-methoxybenzoyl)piperazin-2-yl)methyl) ethanethioate